1-(2,2-difluorocyclopropyl)-6-fluoro-5-iodo-1,3-benzodiazole FC1(C(C1)N1C=NC2=C1C=C(C(=C2)I)F)F